BrC=1C=C(O[Si](C)(C)C(C)(C)C)C=CC1 (3-Bromophenoxy)(tert-butyl)dimethylsilane